[C@@H]1([C@H](O)[C@H](O)[C@H](O1)CO)N1CC(C(=O)N)C=CC1 1-(β-D-ribofuranosyl)-dihydronicotinamide